Methyl 3-(7-(2-(cycloheptylamino)-2-oxoethoxy)naphthalen-2-yl)-3-(7-methoxy-1-methyl-1H-benzo[d][1,2,3]triazol-5-yl)propanoate C1(CCCCCC1)NC(COC1=CC=C2C=CC(=CC2=C1)C(CC(=O)OC)C1=CC2=C(N(N=N2)C)C(=C1)OC)=O